3-((1H-imidazole-1-carbonyl)oxy)pentane-1,5-diyl bis(4,4-bis(octyloxy)butanoate) C(CCCCCCC)OC(CCC(=O)OCCC(CCOC(CCC(OCCCCCCCC)OCCCCCCCC)=O)OC(=O)N1C=NC=C1)OCCCCCCCC